O1C2=C(OC[C@@H]1CN1CCN(CC1)C=1C(=NSN1)C(C)=O)C=CC=C2 (S)-1-(4-(4-((2,3-dihydrobenzo[b][1,4]dioxin-2-yl)methyl)piperazin-1-yl)-1,2,5-thiadiazol-3-yl)ethanone